O=C(C)[C-](C(C)=O)CC1=CC=C(C=C1)C=C 2,4-dioxo-3-(4-vinylbenzyl)pentan-3-ide